5-(2-Fluoropyridin-3-yl)-1-(tetrahydro-2H-pyran-2-yl)-N-(2-(2,2,2-trifluoroacetyl)-1,2,3,4-tetrahydroquinolin-7-yl)-1H-indole-3-carboxamide FC1=NC=CC=C1C=1C=C2C(=CN(C2=CC1)C1OCCCC1)C(=O)NC1=CC=C2CCC(NC2=C1)C(C(F)(F)F)=O